FC=1C=C2C(C(=CN(C2=CC1N1[C@H](CCC1)CN1N=CC=C(C1=O)C)C1=CC=C(C=C1)OCC1=CC=C(C=C1)OC)C(=O)OCC)=O ethyl (R)-6-fluoro-1-(4-((4-methoxybenzyl) oxy) phenyl)-7-(2-((5-methyl-6-oxopyridazin-1(6H)-yl) methyl) pyrrolidin-1-yl)-4-oxo-1,4-dihydroquinoline-3-carboxylate